2-(3,8-diazabicyclo-[3.2.1]octan-8-yl)-N-(4,4-difluorocyclohex-yl)benzo[d]thiazole-6-sulfonamide C12CNCC(CC1)N2C=2SC1=C(N2)C=CC(=C1)S(=O)(=O)NC1CCC(CC1)(F)F